tert-butyl-((cis-3-((2-chloro-4-fluorophenoxy)methyl)cyclobutyl)oxy)dimethylsilane C(C)(C)(C)[Si](C)(C)O[C@@H]1C[C@@H](C1)COC1=C(C=C(C=C1)F)Cl